ClC1=CC=C(C=C1)[C@H](C(F)(F)F)N(S(=O)(=O)C=1C(=NN(C(C1C)=O)C)C)C (R)-N-(1-(4-chlorophenyl)-2,2,2-trifluoroethyl)-N,1,3,5-tetramethyl-6-oxo-1,6-dihydropyridazine-4-sulfonamide